C(CC1=CC=CC=C1)NC1=CC(=C(C=C1)N1CCN(CC1)C(=O)[O-])C(F)(F)F 4-(4-(Phenethylamino)-2-(trifluoromethyl)phenyl)piperazine-1-carboxylate